C(C)(C)(C)OC(NCC1=CC(=CC=C1)N1N=C(C=C1C(NC1=CC(=CC=C1)C(C1=CC=C(C2=CC=CC=C12)N(C)C)NCC1CC1)=O)C(F)(F)F)=O [3-(5-{3-[(cyclopropylmethyl-amino)-(4-dimethylamino-naphthalen-1-yl)-methyl]-phenylcarbamoyl}-3-trifluoromethyl-pyrazol-1-yl)-benzyl]-carbamic acid tert-butyl ester